(R)-1-(4-(3-chloro-4-(2-chloro-3-(6-methoxy-5-(((((R)-5-oxopyrrolidin-2-yl)methyl)amino)methyl)pyridin-2-yl)phenyl)pyridin-2-yl)-2-methoxybenzyl)pyrrolidine-3-carboxylic acid ClC=1C(=NC=CC1C1=C(C(=CC=C1)C1=NC(=C(C=C1)CNC[C@@H]1NC(CC1)=O)OC)Cl)C1=CC(=C(CN2C[C@@H](CC2)C(=O)O)C=C1)OC